N-(2-(Aminomethyl)quinolin-8-yl)-4-(trifluoromethyl)benzenesulfonamide NCC1=NC2=C(C=CC=C2C=C1)NS(=O)(=O)C1=CC=C(C=C1)C(F)(F)F